2-fluoro-3-methyl-4-((1-meth-yl-1H-benzo[d][1,2,3]triazol-5-yl)oxy)aniline FC1=C(N)C=CC(=C1C)OC1=CC2=C(N(N=N2)C)C=C1